tertbutyl 3-(5-chloro-6-hydroxy-4-oxo-quinazolin-3-yl)-8-azaspiro[4.5]decane-8-carboxylate ClC1=C2C(N(C=NC2=CC=C1O)C1CCC2(C1)CCN(CC2)C(=O)OC(C)(C)C)=O